3-(2-Bromophenyl)-2,5-dihydro-1H-pyrrole-1-carboxylic acid tert-butyl ester C(C)(C)(C)OC(=O)N1CC(=CC1)C1=C(C=CC=C1)Br